allyl (S)-5-((dichlorophosphoryl)fluoromethyl)benzo[b]thiophene-2-carboxylate ClP(=O)(Cl)[C@@H](C1=CC2=C(SC(=C2)C(=O)OCC=C)C=C1)F